OCC[SiH2]C1=CC=CC=C1 hydroxyethyl-phenyl-silane